N-(4-nitrophenyl)benzamide C1=CC=C(C=C1)C(=O)NC2=CC=C(C=C2)[N+](=O)[O-]